12-Azidododec-1-yne N(=[N+]=[N-])CCCCCCCCCCC#C